ClC1=CC(=C(CC2CN(C3(CC3)CO2)CC2=CC=C(C=C2)OC)C(=C1)C)I 6-(4-chloro-2-iodo-6-methylbenzyl)-4-(4-methoxybenzyl)-7-oxa-4-azaspiro[2.5]octane